ClCC1=C(N(C=C1CC)C)C(F)(F)F 3-(chloromethyl)-4-ethyl-1-methyl-2-(trifluoromethyl)pyrrole